[2,2'-Biquinoline]-4,4'-dicarboxylic acid potassium salt [K+].N1=C(C=C(C2=CC=CC=C12)C(=O)[O-])C1=NC2=CC=CC=C2C(=C1)C(=O)[O-].[K+]